C(C)(C)(C)OC(=O)NNC=1C=C(C(=O)O)C=CC1 3-(2-(tert-butoxycarbonyl)hydrazinyl)benzoic acid